CCCCCCCCCCCC(CC(=O)N[C@@H]1[C@H]([C@@H]([C@H](OC1OP(=O)([O-])OP(=O)([O-])OC[C@@H]2[C@H]([C@H]([C@@H](O2)N3C=CC(=O)NC3=O)O)O)CO)O)OC(=O)CC(CCCCCCCCCCC)O)O The molecule is a nucleotide-sugar oxoanion arising from deprotonation of the diphosphate OH groups of UDP-2,3-bis(3-hydroxytetradecanoyl)-D-glucosamine; major species at pH 7.3. It is a conjugate base of an UDP-2,3-bis(3-hydroxytetradecanoyl)-D-glucosamine.